CC1=C(C=CC(=C1)C)C(/C=C(/C=O)\C)CC=C(C)C (E)-4-(2,4-dimethylphenyl)-2,7-dimethylocta-2,6-dienal